N-(3-Methoxy-5-(4-Methylthiophen-2-yl)phenyl)quinolin-4-amine COC=1C=C(C=C(C1)C=1SC=C(C1)C)NC1=CC=NC2=CC=CC=C12